3-(3-bromo-2-fluorophenyl)-piperidine BrC=1C(=C(C=CC1)C1CNCCC1)F